α-methyl-2-trifluoromethylbenzylamine CC(C1=C(C=CC=C1)C(F)(F)F)N